OC1=CC(=C2C(=C(C(OC2=C1C=O)=O)CC(=O)N1CCN(CC1)C)C)OC 7-hydroxy-5-methoxy-4-methyl-3-(2-(4-methylpiperazin-1-yl)-2-oxoethyl)-2-oxo-2H-chromen-8-carboxaldehyde